CSC1=NC=CC(=N1)OC=C 2-(methylthio)-4-(vinyloxy)pyrimidine